mono(3-methyl-2-butenyl)ether CC(=CCOCC=C(C)C)C